O1CCN(CC1)C1=NC(=C2C(=N1)N(N=C2)C2=CC=NC=C2)O 6-morpholino-1-(pyridin-4-yl)-1H-pyrazolo[3,4-d]pyrimidin-4-ol